2-(4-chloro-3-fluorophenoxy)-N-[2-hydroxy-4-(2-{[6-(trifluoromethyl)pyridin-3-yl]oxy}acetamido)bicyclo[2.2.2]octan-1-yl]acetamide ClC1=C(C=C(OCC(=O)NC23C(CC(CC2)(CC3)NC(COC=3C=NC(=CC3)C(F)(F)F)=O)O)C=C1)F